(R)-2-(benzofuran-3-yl)-1-((5-methyl-2-nitrophenyl)methylsulfonamido)ethylboronic acid O1C=C(C2=C1C=CC=C2)C[C@H](NS(=O)(=O)CC2=C(C=CC(=C2)C)[N+](=O)[O-])B(O)O